ClC=1C=C(OCCC2=C(C=C(C=C2)C2=NOC(=N2)C(F)(F)F)F)C=CC1C(F)(F)F 2-(3-chloro-4-(trifluoromethyl)phenoxy)-1-(2-fluoro-4-(5-(trifluoromethyl)-1,2,4-oxadiazol-3-yl)phenyl)ethan